methyl 3-(9-((4-(aminomethyl)-2,6-dimethylphenyl)carbamoyl)-4,5-dihydrobenzo[b]thieno[2,3-d]oxepin-8-yl)-6-(neopentylcarbamoyl)picolinate NCC1=CC(=C(C(=C1)C)NC(=O)C1=CC2=C(OCCC3=C2SC=C3)C=C1C=1C(=NC(=CC1)C(NCC(C)(C)C)=O)C(=O)OC)C